methyl-N-(trimethylsilyl)-trifluoroacetamide CN(C(C(F)(F)F)=O)[Si](C)(C)C